6-bromo-3'-(3,4-dimethoxyphenyl)-7-methoxy-1-(p-tolylsulfonyl)spiro[2H-quinoline-3,2'-oxirane]-4-one BrC=1C=C2C(C3(OC3C3=CC(=C(C=C3)OC)OC)CN(C2=CC1OC)S(=O)(=O)C1=CC=C(C=C1)C)=O